N-(2-cyanoethyl)-N-(2-hydroxyethyl)aniline C1=CC=C(C=C1)N(CCC#N)CCO